4-(2,6-dichloropyrimidin-4-yl)cyanobenzene sodium [Na].ClC1=NC(=CC(=N1)C1=CC=C(C=C1)C#N)Cl